CNN(C1=CC=CC=C1)C(C=CC(=O)O)=O methyl-3-carboxyacryloyl-phenylhydrazine